N1(CCC1)C1=CC=C2C3(CC=4C(=NOC4C2=C1)NS(=O)(=O)C1=C(C=C(C=C1OC)C(=O)N1CC(C1)O)OC)CC3 N-(8'-(azetidin-1-yl)-4'H-spiro[cyclopropane-1,5'-naphtho[2,1-d]isoxazol]-3'-yl)-4-(3-hydroxyazetidine-1-carbonyl)-2,6-dimethoxybenzenesulfonamide